FC=1C(=C(C=CC1F)[C@H]1CO[C@@]([C@@H]1C)(C(F)(F)F)C)OC (2R,3S,4R,5S)-3-(3,4-difluoro-2-methoxy-phenyl)-4,5-dimethyl-5-(trifluoromethyl)tetrahydrofuran